4-(benzo[d]oxazol-2(3H)-one-5-yl)-N2-(3-methyl-1,2-benzisoxazol-5-yl)-5-methylpyrimidine-2,4-diamine O1C(NC2=C1C=CC(=C2)C2(NC(=NC=C2C)NC=2C=CC1=C(C(=NO1)C)C2)N)=O